ClC1=CC(=C(C=C1)N(S(=O)(=O)C=1C=CC2=C(C(=C(O2)C(=O)O)C)C1)CC)CN(C(=O)N1CCOCC1)CC=1OC=CC1 5-(N-(4-chloro-2-((N-(furan-2-ylmethyl)morpholin-4-carboxamido)methyl)phenyl)-N-ethylsulfamoyl)-3-Methylbenzofuran-2-carboxylic acid